7-[2-(azetidin-1-yl)-4-(trifluoromethyl)phenyl]-5-[(2R,4S)-2-(1-cyclopropylpyrazol-4-yl)tetrahydropyran-4-yl]-2-methylsulfonyl-thiazolo[4,5-d]pyrimidine N1(CCC1)C1=C(C=CC(=C1)C(F)(F)F)C=1C2=C(N=C(N1)[C@@H]1C[C@@H](OCC1)C=1C=NN(C1)C1CC1)N=C(S2)S(=O)(=O)C